FC1=C(C=C(C=C1)C1N(OCC1)C1=CC(=NC=N1)NC=1C(=CC(=C(C1)NC(C=C)=O)N1CCN(CC1)C)OC)OCC1=CC(=CC=C1)F N-(5-((6-(3-(4-fluoro-3-((3-fluorobenzyl)oxy)phenyl)isoxazolidin-2-yl)pyrimidin-4-yl)amino)-4-methoxy-2-(4-methylpiperazin-1-yl)phenyl)acrylamide